C(CCCCCCC)[Si](OC)(OC)OC octanyl-trimethoxysilane